FC=1C=CC(=NC1)N1C[C@H]2N(CC1)C([C@H](C2)CCCC=2C=1N(C=CC2)N=CC1)=O (7S,8aS)-2-(5-fluoropyridin-2-yl)-7-(3-(pyrazolo[1,5-a]pyridin-4-yl)propyl)hexahydropyrrolo[1,2-a]pyrazin-6(2H)-one